dimethyl-palladium(II) C[Pd]C